N-(4-iodophenyl)-6-(4H-1,2,4-triazol-4-yl)picolinamide IC1=CC=C(C=C1)NC(C1=NC(=CC=C1)N1C=NN=C1)=O